2-[3-acetyl-6-[5-[(6-methylpyridazin-3-yl)amino]benzimidazol-1-yl]-2-pyridinyl]-5-hydroxy-benzonitrile C(C)(=O)C=1C(=NC(=CC1)N1C=NC2=C1C=CC(=C2)NC=2N=NC(=CC2)C)C2=C(C#N)C=C(C=C2)O